OC=1C=C(C=CC1OC)C1SC2=C(C(O1)=O)C=CC=C2 2-(3-hydroxy-4-methoxyphenyl)-1,3-benzothioxan-4-one